N-(3-((5-(4-bromo-3,5-difluorophenyl)-2-((1-methyl-1H-pyrazol-4-yl)amino)pyrimidin-4-yl)amino)-4-fluorophenyl)acrylamide BrC1=C(C=C(C=C1F)C=1C(=NC(=NC1)NC=1C=NN(C1)C)NC=1C=C(C=CC1F)NC(C=C)=O)F